dibutyltin diricinoleate C(CCCCCCC\C=C/C[C@H](O)CCCCCC)(=O)[O-].C(CCCCCCC\C=C/C[C@H](O)CCCCCC)(=O)[O-].C(CCC)[Sn+2]CCCC